TERT-BUTYL 4-(2-(3-CHLORO-4-(4-(2-((2-ETHOXY-2-OXOETHYL)AMINO)-2-OXOETHYL)THIAZOL-2-YL)PHENOXY)ETHYL)PIPERAZINE-1-CARBOXYLATE ClC=1C=C(OCCN2CCN(CC2)C(=O)OC(C)(C)C)C=CC1C=1SC=C(N1)CC(=O)NCC(=O)OCC